C(C)(SC[C@H]1O[C@H]([C@@H]2OC(O[C@@H]21)(C)C)N2C=CC=1C2=NC(=C(C1N[C@H](C)C1=CC=C(C=C1)F)C#N)Cl)=O S-(((3aS,4S,6R,6aR)-6-(6-chloro-5-cyano-4-(((R)-1-(4-fluorophenyl)ethyl)amino)-1H-pyrrolo[2,3-b]pyridin-1-yl)-2,2-dimethyltetrahydrofuro[3,4-d][1,3]dioxol-4-yl)methyl) ethanethioate